OCCN(C(=N)N)C 1-(2-hydroxyethyl)-1-methylguanidine